C(C)C(CCCOCCCC(=C)CC)=C di(4-ethyl-4-pentenyl) ether